methyl (3-(2-chlorothiazol-4-yl)piperidin-3-yl)carbamate ClC=1SC=C(N1)C1(CNCCC1)NC(OC)=O